NC1=C(C(=O)NC23CCC(CC2)(CC3)O)C=C(C=N1)C=1C=C3C=NN(C3=CC1)C1CCN(CC1)C1CCC(CC1)(F)F 2-amino-5-(1-(1-(4,4-difluorocyclohexyl)piperidin-4-yl)-1H-indazol-5-yl)-N-(4-hydroxybicyclo[2.2.2]oct-1-yl)nicotinamide